6-chloro-3-(3-((3-methoxynaphthalen-1-yl)oxy)propyl)-7-(1,3,5-trimethyl-1H-pyrazol-4-yl)-1H-indole-2-carboxylic acid ClC1=CC=C2C(=C(NC2=C1C=1C(=NN(C1C)C)C)C(=O)O)CCCOC1=CC(=CC2=CC=CC=C12)OC